monon-pentyl-titanium C(CCCC)[Ti]